The molecule is an omega-hydroxy fatty acid ascaroside obtained by formal condensation of the alcoholic hydroxy group of (2E)-18-hydroxyoctadec-2-enoic acid with ascarylopyranose (the alpha anomer). It is a metabolite of the nematode Caenorhabditis elegans. It has a role as a Caenorhabditis elegans metabolite. It is an alpha,beta-unsaturated monocarboxylic acid and an omega-hydroxy fatty acid ascaroside. It derives from a (2E)-18-hydroxyoctadec-2-enoic acid. It is a conjugate acid of an oscr#31(1-). C[C@H]1[C@@H](C[C@H]([C@@H](O1)OCCCCCCCCCCCCCCC/C=C/C(=O)O)O)O